ClCC=1C=CC(=NC1)CN1C(C=CC=C1)=O 1-((5-(chloromethyl)pyridin-2-yl)methyl)pyridin-2(1H)-one